C(C)(C)(C)OC(=O)N1CCN(CC1)C1=CC=C(C2=CC=CC=C12)N(C#N)CCC(=O)OCC.C(CCCCCCCCCCC)C(=C(C(=O)N)C)CCCN(C)C dodecyldimethylaminopropyl-methacrylamide tert-Butyl-4-(4-(N-(3-ethoxy-3-oxopropyl)cyanamido)naphthalen-1-yl)piperazine-1-carboxylate